tris(2-nitrobenzenesulfonyl)diethylenetriamine [N+](=O)([O-])C1=C(C=CC=C1)S(=O)(=O)C(N(S(=O)(=O)C1=C(C=CC=C1)[N+](=O)[O-])S(=O)(=O)C1=C(C=CC=C1)[N+](=O)[O-])CNCCN